3-Cyclopropyl-5-(3-methylpyridin-2-ylmethyl)-4-oxo-4,5,6,7-tetrahydropyrazolo[1,5-a]pyrazine-2-carboxylic acid C1(CC1)C=1C(=NN2C1C(N(CC2)CC2=NC=CC=C2C)=O)C(=O)O